tert-butyl 4-[4-[2-(dimethylcarbamoyl)-7-fluoro-6-[1-[3-(triazol-1-yl)propanoyl]-3,6-dihydro-2H-pyridin-5-yl]-1H-indol-4-yl]-3-methyl-phenyl]piperidine-1-carboxylate CN(C(=O)C=1NC2=C(C(=CC(=C2C1)C1=C(C=C(C=C1)C1CCN(CC1)C(=O)OC(C)(C)C)C)C1=CCCN(C1)C(CCN1N=NC=C1)=O)F)C